C12CN(CC2C1)C(=O)OC(C)(C)C tert-butyl 3-aza-bicyclo[3.1.0]-hexane-3-carboxylate